F[C@@H]1CN(CC[C@@H]1NC=1N=CC2=C(N1)N(C(C=C2)=O)[C@H]2[C@](CCC2)(C)O)S(=O)(=O)C (((3R,4S)-3-fluoro-1-(methylsulfonyl)piperidin-4-yl)amino)-8-((1R,2R)-2-hydroxy-2-methylcyclopentyl)pyrido[2,3-d]pyrimidin-7(8H)-one